CC(C)CC(CCC)=O 2,6-dimethyl-4-hexanone